tert-butyl 2-(((benzyloxy)carbonyl)amino)-7,8-dihydro-4H-pyrazolo[1,5-a][1,4]diazepine-5(6H)-carboxylate C(C1=CC=CC=C1)OC(=O)NC1=NN2C(CN(CCC2)C(=O)OC(C)(C)C)=C1